(E)-N-(5-(4-(2-hydroxy-2-methylpropoxy)styryl)-8-(methylamino)-2,7-naphthyridin-3-yl)cyclopropanecarboxamide OC(COC1=CC=C(/C=C/C2=C3C=C(N=CC3=C(N=C2)NC)NC(=O)C2CC2)C=C1)(C)C